CC1=NN2C(C=C(C(=C2)C2CCN(CC2)S(=O)(=O)C2=CC3=C(N=CS3)C=C2)C)=N1 6-((4-(2,7-dimethyl-[1,2,4]triazolo[1,5-a]pyridin-6-yl)piperidin-1-yl)sulfonyl)benzo[d]thiazole